CC([C@H]1CC[C@H]2[C@@H]3CCC4=CC(CC[C@]4(C)[C@H]3C(C[C@]12C)=O)=O)=O Pregn-4-ene-3,11,20-trione